1-amino-N-(2-dimethylaminoethyl)cyclohexanecarboxamide dihydrochloride Cl.Cl.NC1(CCCCC1)C(=O)NCCN(C)C